CN(C(C[C@@H]1CN(CC1)C(=O)OC(C)(C)C)=O)C tert-Butyl (R)-3-(2-(dimethylamino)-2-oxoethyl)pyrrolidine-1-carboxylate